3-(2-(2-azidoethoxy)ethoxy)propionic acid N(=[N+]=[N-])CCOCCOCCC(=O)O